ClC1=C(C=CC(=C1)C1=NC(=CN=C1)C)C1=CC2=C(N=C(N=C2)SC)N=C1NCCO 2-((6-(2-chloro-4-(6-methylpyrazin-2-yl)phenyl)-2-(methylthio)pyrido[2,3-d]pyrimidin-7-yl)amino)ethan-1-ol